9-hydroxy-3,4-dihydropyrazino[1,2-b]indazol-1(2H)-one OC1=CC2=C3N(N=C2C=C1)CCNC3=O